C(C(=C)C)(=O)OC mono-methyl methacrylate